ClC1=C(C=C2C=C(N=CC2=C1)NC(=O)C1CCCC1)C1CCN(CC1)C1COC1 N-(7-chloro-6-(1-(oxetan-3-yl)piperidin-4-yl)isoquinolin-3-yl)cyclopentanecarboxamide